(2S,3R)-3-[(ethanesulfonyl)amino]-4,4-difluoro-2-[(2-fluoro[1,1'-biphenyl]-3-yl)-methyl]-N-methoxy-N-methylpyrrolidine-1-carboxamide C(C)S(=O)(=O)N[C@@H]1[C@@H](N(CC1(F)F)C(=O)N(C)OC)CC=1C(=C(C=CC1)C1=CC=CC=C1)F